OC1=C(C=CC=C1)C(C=CC1=CC(=C(C=C1)OC)CN1N=CC(=C1)[N+](=O)[O-])=O 1-(2-Hydroxyphenyl)-3-[4-methoxy-3-[(4-nitropyrazol-1-yl)methyl]phenyl]prop-2-en-1-one